cyclohexylphosphino-2',6'-diisopropylphosphino-1,1'-biphenyl C1(CCCCC1)PC1=C(C=CC=C1)C1=C(C=CC=C1PC(C)C)PC(C)C